O=C1C(=CC(=CN1CC1CCOCC1)C(=O)O)C1=CC=C(C=C1)C 6-oxo-1-((tetrahydro-2H-pyran-4-yl)methyl)-5-(p-tolyl)-1,6-dihydropyridine-3-carboxylic acid